BrC1=CC=C(C=C1)C(=C)C1=CC(=C(C=C1Cl)N=CN(C)CC)C N'-(4-(1-(4-bromophenyl)vinyl)-5-chloro-2-methylphenyl)-N-ethyl-N-methylformimidamide